2-(4-bromo-5-methyl-pyrazol-1-yl)cyclopentanone BrC=1C=NN(C1C)C1C(CCC1)=O